1,5-Dipropyl-1,5-diazacyclooctan C(CC)N1CCCN(CCC1)CCC